(S)-4-(3-(Dimethylamino)-3-(3-(trifluoromethyl)phenethyl)-piperidin-1-yl)-2-fluoro-6-methyl-N-(pyrimidin-4-yl)benzenesulfonamide CN([C@@]1(CN(CCC1)C1=CC(=C(C(=C1)C)S(=O)(=O)NC1=NC=NC=C1)F)CCC1=CC(=CC=C1)C(F)(F)F)C